C[Si](CCCN)(OCC)C dimethyl-ethoxy(aminopropyl)silane